dibutyltin dilaurate acetate C(C)(=O)[O-].C(CCCCCCCCCCC)(=O)[O-].C(CCCCCCCCCCC)(=O)[O-].C(CCC)[Sn+3]CCCC